((2S,6R)-2,6-Dimethylmorpholino)(3-(2,4,5-trifluoro-3-hydroxyphenyl)isothiazol-5-yl)methanone C[C@@H]1O[C@@H](CN(C1)C(=O)C1=CC(=NS1)C1=C(C(=C(C(=C1)F)F)O)F)C